1,5-dihydroxyl-3-methoxy-7-methyl-anthraquinone potassium phosphorus selenium [Se].[P].[K].OC1=CC(=CC=2C(C3=C(C=C(C=C3C(C12)=O)C)O)=O)OC